C[C@@]1(C(NC(CC1)=O)=O)N1C(C2=CC=CC(=C2C1=O)OCC(=O)O)=O (R)-2-((2-(3-methyl-2,6-dioxopiperidin-3-yl)-1,3-dioxoisoindolin-4-yl)oxy)acetic acid